5-cyano-1H-7-azaindole C(#N)C=1C=C2C=CNC2=NC1